Cl.Cl.Cl.Cl.CC1(C2C(N(C(C12)=O)CC1=CC2=NC=CC(=C2S1)C1=NC(=CC(=C1NC1CNCCC1)C)C(F)(F)F)=O)C 6,6-dimethyl-3-((7-(4-methyl-3-(piperidin-3-ylamino)-6-(trifluoromethyl)pyridin-2-yl)thieno[3,2-b]pyridin-2-yl)methyl)-3-azabicyclo[3.1.0]hexane-2,4-dione tetrahydrochloride